carbonate phosphorus [P+3].C([O-])([O-])=O.C([O-])([O-])=O.C([O-])([O-])=O.[P+3]